OC(C=C1CCC2=C(N1)CC(C2=O)CC(C)(NC(C)=O)C)(C)C (2-hydroxy-2-methyl-propylidene)-5-oxo-6-(2-methyl-2-acetylamino-propyl)-2,3,4,6,7-pentahydro-1H-cyclopenta[b]Pyridine